C(#N)C1=CC(=C(C=C1)C1C(=C(NC2=C(C=NC(=C12)OCC)C)C)C(=O)N)OC 4-(4-cyano-2-methoxy-phenyl)-5-ethoxy-2,8-dimethyl-1,4-dihydro-1,6-naphthyridine-3-carboxamide